CC1C(C(N)=O)=CC([N+](=O)[O-])=CC=1[N+](=O)[O-] methyldinitrobenzamide